Dimethylsilylene-(2-isopropyl-4-(4-naphthyl)indenyl)(2-methyl-4-(p-tert-butyl-phenyl)indenyl)zirconium dichloride [Cl-].[Cl-].C[Si](=[Zr+2](C1C(=CC2=C(C=CC=C12)C1=CC=C(C=C1)C(C)(C)C)C)C1C(=CC2=C(C=CC=C12)C1=CC=CC2=CC=CC=C12)C(C)C)C